rac-3-((4R,5S)-5-amino-7-ethyl-6-oxo-1-phenyl-4,5,6,7-tetrahydro-1H-pyrazolo[3,4-b]pyridin-4-yl)benzoic acid N[C@H]1[C@@H](C2=C(N(C1=O)CC)N(N=C2)C2=CC=CC=C2)C=2C=C(C(=O)O)C=CC2 |r|